Cl.O1C2=C(NCC1)C=NC=C2 3,4-dihydro-2H-pyrido[4,3-b][1,4]oxazine hydrochloride